(1S,2S)-2-fluoro-N-(6-(3-fluoro-2-((2-hydroxyethoxy)methyl)phenyl)imidazo[1,2-a]pyridin-2-yl)cyclopropanecarboxamide F[C@@H]1[C@@H](C1)C(=O)NC=1N=C2N(C=C(C=C2)C2=C(C(=CC=C2)F)COCCO)C1